4-(3-methoxyphenyl)-3-(((methyl-d3)amino)methyl)-1-(2-(2,4,5-trifluorophenyl)acetyl)piperidin-4-ylbenzoate COC=1C=C(C=CC1)C1(C(CN(CC1)C(CC1=C(C=C(C(=C1)F)F)F)=O)CNC([2H])([2H])[2H])OC(C1=CC=CC=C1)=O